4-amino-N-(2-thiazolyl)benzenesulfonamide sodium salt [Na].NC1=CC=C(C=C1)S(=O)(=O)NC=1SC=CN1